tert-butyl N-[(9S,10E,13S)-3-methyl-8-oxo-9-(propan-2-yl)-3,4,7,15-tetraazatricyclo[12.3.1.02,6]octadeca-1(18),2(6),4,10,14,16-hexaen-13-yl]carbamate trifluoroacetate FC(C(=O)O)(F)F.CN1C=2C=3C=CN=C([C@H](C/C=C/[C@@H](C(NC2C=N1)=O)C(C)C)NC(OC(C)(C)C)=O)C3